N1=CC=C2N1C=CC(=C2)C2CC1(CN(C1)C(=O)OCCCC)CC2 butyl 6-(pyrazolo[1,5-a]pyridin-5-yl)-2-azaspiro[3.4]octane-2-carboxylate